2-(4-chloro-6-oxo-pyridazin-1-yl)-N-[3-(dimethylsulfamoyl)-4-methyl-phenyl]acetamide ClC=1C=NN(C(C1)=O)CC(=O)NC1=CC(=C(C=C1)C)S(N(C)C)(=O)=O